4-(1-amino-2-methyl-propyl)-hepta-1,6-diene-4-ol NC(C(C)C)C(CC=C)(CC=C)O